O1C(OCC1)C1=C(C=CC(=C1F)F)N1CN(C(C2=CC(=C(C=C12)C(F)(F)F)F)=O)C=1C(=NC(=CC1)OC)Br (2-(1,3-Dioxolan-2-yl)-3,4-difluorophenyl)-3-(2-bromo-6-methoxypyridin-3-yl)-6-fluoro-7-(trifluoromethyl)-2,3-dihydroquinazolin-4(1H)-one